3-(4-chlorophenyl)acrolein ClC1=CC=C(C=C1)C=CC=O